C1=CC=C2C(=C1)C(=C(N2)O)CC(=O)[O-] The molecule is an indol-3-yl carboxylic acid anion resulting from the deprotonation of the carboxy group of 2-hydroxy-(indol-3-yl)acetic acid. This is a very minor tautomer; the major tautomer is the corresponding oxindole. It is a conjugate base of a 2-hydroxy-(indol-3-yl)acetic acid.